5-(4-methyl-3,4,8,9,10,11,14,14a-octahydro-1H-pyrazino[2',1':3,4][1,4]oxazepino[6,7-g]isoquinolin-2(6H)-yl)quinoline-8-carbonitrile CC1CN(CC2COC3=C(C=C4CCNCC4=C3)CN21)C2=C1C=CC=NC1=C(C=C2)C#N